C(OC=1C=C(C=C2C=C(N=NC12)C)C(=O)N)([2H])([2H])[2H] 8-(methoxy-d3)-3-methylcinnoline-6-carboxamide